tert-Butyl 3-[1-(3-formylpyridin-2-yl)cyclopropyl](methyl)carbamoyl-4H,5H,6H,7H-pyrazolo[1,5-a]pyrazine-5-carboxylate C(=O)C=1C(=NC=CC1)C1(CC1)C=1C(=NN2C1CN(CC2)C(=O)OC(C)(C)C)C(NC)=O